CN(/C=C(\CC1=CC=C(C2=CC=CC=C12)OC)/C1=CC(=C(C=C1)OC)OC)C (E)-3-(dimethylamino)-1-(4-methoxy-naphthalene-1-yl)-2-(3,4-dimethoxy-phenyl)prop-2-ene